2-amino-N-((2R)-1-cyclopropyl-2-propanyl)-3-methyl-N-((5-(trifluoromethyl)-2-pyridinyl)methyl)-6-quinolinecarboxamide NC1=NC2=CC=C(C=C2C=C1C)C(=O)N(CC1=NC=C(C=C1)C(F)(F)F)[C@@H](CC1CC1)C